N1N=CC2=CC(=CC=C12)NC1=NN(C=C1C)C=1C=C(C=CC1)NC(C1=CN=CC=C1)=O N-(3-(3-((1H-indazol-5-yl)amino)-4-methyl-1H-pyrazol-1-yl)phenyl)nicotinamide